C(CCCCCCCCCCCCC)(=O)O.C(CCCCCCCCCCCCC)(=O)OCCCCCCCCCCCCCC myristyl myristate (myristate)